1,1'-(2,2'-diethyl[1,1'-biphenyl]-4,4'-diyl)bis{7-amino-4-hydroxy-3-[(E)-diazenyl]naphthalene-2-sulfonic acid} C(C)C1=C(C=CC(=C1)C1=C(C(=C(C2=CC=C(C=C12)N)O)\N=N\[H])S(=O)(=O)O)C1=C(C=C(C=C1)C1=C(C(=C(C2=CC=C(C=C12)N)O)\N=N\[H])S(=O)(=O)O)CC